(R)-((2-(2-cyclopropyl-1H-benzo[d]imidazol-1-yl)-6-(3-methylmorpholino)pyrimidin-4-yl)imino)dimethyl-λ6-sulfanone C1(CC1)C1=NC2=C(N1C1=NC(=CC(=N1)N=S(=O)(C)C)N1[C@@H](COCC1)C)C=CC=C2